tert-butyl 4-(3-(4-(dimethylcarbamoyl)-3-fluorophenylamino)azetidin-1-yl)piperidine-1-carboxylate CN(C(=O)C1=C(C=C(C=C1)NC1CN(C1)C1CCN(CC1)C(=O)OC(C)(C)C)F)C